FC1=C(C(=CC=C1)F)C1=CC(=C(N=N1)C(=O)N)NC=1C=NC(=CC1)SC 6-(2,6-Difluorophenyl)-4-((6-(methylthio)pyridin-3-yl)amino)pyridazine-3-carboxamide